(1S,2S,4R)-2-(((benzyloxy)carbonyl)amino)-7-azabicyclo[2.2.1]heptane-7-carboxylic acid tert-butyl ester C(C)(C)(C)OC(=O)N1[C@@H]2[C@H](C[C@H]1CC2)NC(=O)OCC2=CC=CC=C2